FC=1C(=C(C(=O)O)C=C(C1)F)O 3,5-difluoro-2-hydroxybenzoic acid